2,3-dideoxy-2,3-difluoroglucose F[C@@H](C=O)[C@H]([C@H](O)[C@H](O)CO)F